1-(4-hydroxyphenyl)-2,2-dimethyl-1-propanol OC1=CC=C(C=C1)C(C(C)(C)C)O